C1(CC1)C1=CC=C(C=C1)C12CCN(CC2C1)C(=O)C1CC2(C1)NC(OC2)=O (rac)-(2s,4s)-2-(6-(4-cyclopropylphenyl)-3-azabicyclo[4.1.0]heptane-3-carbonyl)-7-oxa-5-azaspiro[3.4]octan-6-one